(+/-)-trans-N,N'-dimethyl-cyclohexane-1,2-diamine CN[C@H]1[C@@H](CCCC1)NC |r|